FC(C1=CC2=C(N(C(N2)=O)C2=C(C=CC(=C2)Cl)O)C=C1)(F)F 5-trifluoromethyl-1-(5-chloro-2-hydroxyphenyl)-1,3-dihydro-2H-benzimidazole-2-one